FC(C(=O)[O-])(F)F.ClC1=C(OC(C)C2C[NH2+]C2)C=CC(=C1)C(F)(F)F 3-(1-(2-chloro-4-(trifluoromethyl)phenoxy)ethyl)azetidinium trifluoroacetate